OC1=CC=C(C=C1)C=CC(=O)N 3-(4-hydroxyphenyl)acrylamide